C(C)(=O)NC=1N=C2N(N=C(C=C2)C=2C=C(C(=NC2)C)C(=O)NCC2=C(C=CC=C2)OC2COCC2)C1 5-{2-acetamidoimidazo[1,2-b]pyridazin-6-yl}-2-methyl-N-{[2-(oxolan-3-yloxy)phenyl]methyl}pyridine-3-carboxamide